1-nitro-4-(trifluoromethyl)benzeneheptanedion [N+](=O)([O-])C1(CC=C(C=C1)C(F)(F)F)CCCCC(C(C)=O)=O